N-[1-(6-chloropyridazin-3-yl)ethylidene]-2-methylpropane-2-sulfinamide ClC1=CC=C(N=N1)C(C)=NS(=O)C(C)(C)C